6-(methoxymethyloxy)-2-methyl-7-(4,4,5,5-tetramethyl-1,3,2-dioxaborolan-2-yl)-4H-chromen-4-one COCOC=1C=C2C(C=C(OC2=CC1B1OC(C(O1)(C)C)(C)C)C)=O